CC(C)OC(=O)COC1=C(C2=CC=CC=C2C=C1)C1=C(C=CC2=CC=CC=C12)OCC(=O)OC(C)C 2,2'-bis(2-propoxycarbonylmethoxy)-1,1'-binaphthyl